ClC=1C=C(C=CC1C(F)(F)F)C1(CCC1)O 1-(3-chloro-4-(trifluoromethyl)phenyl)cyclobutanol